BrC=1C=C(C=C2C(CC3(CC3)OC12)(C)C)F 8-bromo-6-fluoro-4,4-dimethyl-spiro[chromane-2,1'-cyclopropane]